N-(2-methoxyethyl)-5-(4-(2-phenylimidazo[1,2-a]pyridine-3-carbonyl)piperazin-1-yl)pyrazine-2-carboxamide COCCNC(=O)C1=NC=C(N=C1)N1CCN(CC1)C(=O)C1=C(N=C2N1C=CC=C2)C2=CC=CC=C2